ClC1=C(C=CC=C1)N1N=CC(=C1)C=1C=C2C(=CNC2=CC1)NC(=O)NC 1-{5-[1-(2-chlorophenyl)-1H-pyrazol-4-yl]-1H-indol-3-yl}-3-methylurea